NC1=NC=NN2C1=C(C=C2C(C)C)C=2NC1=CC(=CC=C1C2)C(=O)OC Methyl 2-(4-amino-7-isopropylpyrrolo[2,1-f][1,2,4]triazin-5-yl)-1H-indole-6-carboxylate